NC1=C2C(=C3C(=N1)C=C(N3)C(=O)N([C@@H]3CCN(C1=CC(=CC=C31)C(F)(F)F)C)C)COC2 (R)-5-amino-N-methyl-N-(1-methyl-7-(trifluoromethyl)-1,2,3,4-tetrahydroquinolin-4-yl)-6,8-dihydro-1H-furo[3,4-d]pyrrolo[3,2-b]pyridine-2-carboxamide